(E,E)-1,7-bis(4-hydroxy-3-methoxyphenyl)-1,6-heptadiene-3,5-dione OC1=C(C=C(C=C1)\C=C\C(CC(\C=C\C1=CC(=C(C=C1)O)OC)=O)=O)OC